C(C1=CC=CC=C1)OC(=O)C1C(=O)NC(C1)=O Benzyloxycarbonyl-succinimide